trans-(2SR,3SR)-3-(pyridin-2-yl-dithio)-1,2,3,4-tetrahydronaphthalen-2-ol N1=C(C=CC=C1)SS[C@@H]1[C@H](CC2=CC=CC=C2C1)O |r|